ClC1=CC=C2C(=N1)N=C(N2)CN2CC1=C(CC2)N(N=C1C1=C(C=C(C=C1)OC)Cl)C 5-({5-chloro-1H-imidazo[4,5-b]pyridin-2-yl}methyl)-3-(2-chloro-4-methoxyphenyl)-1-methyl-1H,4H,5H,6H,7H-pyrazolo[4,3-c]pyridine